CCOCOCOCC 3,5,7-trioxanonane